Cl.ClC1=C2C(=NC=C1)NC=C2CC 4-chloro-3-ethyl-1H-pyrrolo[2,3-b]pyridine hydrochloride